C(N)(=O)C1=CC2=C(N(C(=N2)NC(=O)C2=CN=NC=C2)C/C=C/CN2C(=NC=3C2=NC=C(C3)C(=O)N)NC(=O)C3=CN=NC=C3)C(=C1)OCCCN1CCOCC1 (E)-3-(4-(5-carbamoyl-7-(3-morpholinopropoxy)-2-(pyridazine-4-carboxamido)-1H-benzo[d]imidazol-1-yl)but-2-en-1-yl)-2-(pyridazine-4-carboxamido)-3H-imidazo[4,5-b]pyridine-6-carboxamide